N1(C=CC=C1)C[C@@H]1CCNC1 (2R,4R)-4-(1H-Pyrrol-1-ylmethyl)-pyrrolidin